COC1=CC(=C(C=C1C)C)OC dimethoxy-m-xylene